6-(dimethoxyphosphoryl)-2-naphthoic Acid COP(=O)(OC)C=1C=C2C=CC(=CC2=CC1)C(=O)O